ClC1=NC=C(C(=C1)C1=C(C=NC(=C1)C)C(=O)NC=1SC(=NN1)C(N(C1COCC1)C)=O)OC 2'-chloro-5'-methoxy-6-methyl-N-{5-[methyl-(oxolan-3-yl)carbamoyl]-1,3,4-thiadiazol-2-yl}-[4,4'-bipyridine]-3-carboxamide